(R)-tert-butyl (1-(7-ethyl-2-(1-ethyl-1H-indol-2-yl)-1-methyl-1H-benzo[d]imidazole-5-carbonyl)piperidin-3-yl)carbamate C(C)C1=CC(=CC2=C1N(C(=N2)C=2N(C1=CC=CC=C1C2)CC)C)C(=O)N2C[C@@H](CCC2)NC(OC(C)(C)C)=O